4-((1-ethynyl-cyclopropyl)amino)-5-methoxy-1-(pyridin-3-yl)-7-(trifluoromethyl)quinazolin-2(1H)-one C(#C)C1(CC1)NC1=NC(N(C2=CC(=CC(=C12)OC)C(F)(F)F)C=1C=NC=CC1)=O